acetic acid (Z)-undec-2-en-1-yl ester C(\C=C/CCCCCCCC)OC(C)=O